C1(CC1)CNC1=NC=CC(=C1)C=1OC=C(N1)C(=O)NC=1C(=NN(C1)C1CCN(CC1)CC1=CC=C(C=C1)NC1C(NC(CC1)=O)=O)C(F)F 2-(2-((cyclopropylmethyl)amino)pyridin-4-yl)-N-(3-(difluoromethyl)-1-(1-(4-((2,6-dioxopiperidin-3-yl)amino)benzyl)piperidin-4-yl)-1H-pyrazol-4-yl)oxazole-4-carboxamide